(2S,3R)-2-(2-((benzyloxy)carbamoyl)-4-chlorobenzenesulfonamido)-3-(6-fluoro-2,3-dimethylphenyl)butyric acid C(C1=CC=CC=C1)ONC(=O)C1=C(C=CC(=C1)Cl)S(=O)(=O)N[C@H](C(=O)O)[C@H](C)C1=C(C(=CC=C1F)C)C